(3-(hydroxyimino)-1-phenylpropyl)(isobutyl)phosphinic acid ON=CCC(C1=CC=CC=C1)P(O)(=O)CC(C)C